NC1CCC(CC1)C1=CC(=C2CN(CC2=C1)C1CC1=O)N1CCCC2=CC(=C(C=C12)C(F)F)C=1C=NN(C1)C 1-[6-(4-aminocyclohexyl)-4-[7-(difluoromethyl)-6-(1-methylpyrazol-4-yl)-3,4-dihydro-2H-quinolin-1-yl]-1,3-dihydroisoindol-2-yl]ethylene ketone